1-decanoyl-2-docosanoyl-sn-glycero-3-phosphocholine C(CCCCCCCCC)(=O)OC[C@@H](OC(CCCCCCCCCCCCCCCCCCCCC)=O)COP(=O)([O-])OCC[N+](C)(C)C